C(C1=CC=CC=C1)OC1=C(C=C(C(=O)OC)C=C1I)C=O methyl 4-(benzyloxy)-3-formyl-5-iodobenzoate